3,5-Diethylisoxazole C(C)C1=NOC(=C1)CC